copper (II) tri(2-pyridylmethyl)amine N1=C(C=CC=C1)CN(CC1=NC=CC=C1)CC1=NC=CC=C1.[Cu+2]